COC1=C(C=CC=C1)C1CCN(CC1)C1CC2(CN(C2)C=2OC=CN2)CC1 2-(6-(4-(2-methoxyphenyl)piperidin-1-yl)-2-azaspiro[3.4]octan-2-yl)oxazole